C(CCCCCC)(=O)OC[C@@H](OC(CCCCCC)=O)COP(=O)(O)OCC[N+](C)(C)C 1,2-di-heptanoyl-sn-glycero-3-phosphorylcholine